3-(4-((4-((R)-3-amino-2-hydroxypropoxy)-3-methylphenyl)ethynyl)-2-methylphenoxy)propane NC[C@H](COC1=C(C=C(C=C1)C#CC1=CC(=C(OCCC)C=C1)C)C)O